3-bromobenzene-1,2-diol BrC1=C(C(=CC=C1)O)O